N-benzo[d]thiazol-2-yl-N''-(4-methoxyethoxyaniline-carbonyl)-guanidine S1C(=NC2=C1C=CC=C2)NC(=NC(=O)NC2=CC=C(C=C2)OCCOC)N